C(C)(C)(C)OC(=O)N[C@H](C)C1=CC(=NC2=C(C=C(C=C12)C1=NC(=NC=C1F)NC1=CC=C(C=N1)N1CCN(CC1)C(=O)OC(C)(C)C)F)C |r| (±)-Tert-butyl 4-(6-((4-(4-(1-((tert-butoxycarbonyl)amino)ethyl)-8-fluoro-2-methylquinolin-6-yl)-5-fluoropyrimidin-2-yl)amino)pyridin-3-yl)piperazine-1-carboxylate